4-(p-tolyl-diazenyl)phenol C1(=CC=C(C=C1)N=NC1=CC=C(C=C1)O)C